C1(CCCC1)N N-cyclopentylamine